C(CCCC)(=O)OCC(COC(CCCCCCC)=O)(CO)COCC(CO)(CO)CO 2,2'-[oxybis(methylene)]bis[2-(hydroxymethyl)-1,3-propanediol] octanoate pentanoate